ClC(C(=O)C1=CC(=C(C=C1)F)[N+](=O)[O-])C 2-chloro-1-(4-fluoro-3-nitrophenyl)-propan-1-one